P(=O)([O-])([O-])[O-].[Ca+2].[Ca+2].[Ca+2].[Ca+2] Tetra-calcium phosphate